COC1=CC2=C(C(=NO2)C)C=C1N 6-methoxy-3-methylbenzo[d]isoxazol-5-amine